CC(C)(C)S(=O)N[C@H](C)C=1C=C2C(=CN1)N(C=C2)CC(F)(F)F 2-methyl-N-((R)-1-(1-(2,2,2-trifluoroethyl)-1H-pyrrolo[2,3-c]pyridin-5-yl)ethyl)propane-2-sulfinamide